C(=O)C=1C=NN(C1)C1=CC(=C(C(=N1)OC)C#N)C 6-(4-formyl-1H-pyrazol-1-yl)-2-methoxy-4-methylpyridine-3-carbonitrile